C(C1=CC=CC=C1)OC1=C(C=C(C=C1OC)B1OC(C(O1)(C)C)(C)C)F 2-(4-(benzyloxy)-3-fluoro-5-methoxyphenyl)-4,4,5,5-tetramethyl-1,3,2-dioxaborolane